COC1=C(C=CC=C1)NC1=CC(=NC=N1)C(=O)O 6-((2-methoxyphenyl)amino)pyrimidine-4-carboxylic acid